2-(3'-Methyl-[1,1'-biphenyl]-2-yl)pyridine CC=1C=C(C=CC1)C1=C(C=CC=C1)C1=NC=CC=C1